OC1(CCN(CC1)C(=O)NC1=NC2=C(N1)C(=CC=C2OC)C=2C=NN(C2)C2COCC2)C 4-hydroxy-N-{4-methoxy-7-[1-(oxolan-3-yl)-1H-pyrazol-4-yl]-1H-1,3-benzodiazol-2-yl}-4-methylpiperidine-1-carboxamide